[N+](=O)([O-])C(CC)=O 3-nitropropane-3-one